C(CC=C)C1CC=C(CC1)C1=CC=C(C=C1)C1=CC=C(C=C1)C 4-(4-but-3-enylcyclohex-1-enyl)-4'-methylbiphenyl